C(C(C)(C)C)OB(O)C1=CC=C(C=C1)SC (4-(methylthio)phenyl)boronic acid neopentyl ester